2-(Pyridin-2-yl)-2-oxo-3,3,5,5-tetramethyl-[1,4,2]-oxazaphosphinane N1=C(C=CC=C1)P1(OCC(NC1(C)C)(C)C)=O